gamma-(3-cyano-benzyl)-proline C(#N)C=1C=C(CC2C[C@H](NC2)C(=O)O)C=CC1